6-chloro-4-(4-(3-cyanophenoxy)piperidin-1-yl)-1-methyl-2-oxo-1,2-dihydro-1,5-naphthyridine-3-carbonitrile ClC=1N=C2C(=C(C(N(C2=CC1)C)=O)C#N)N1CCC(CC1)OC1=CC(=CC=C1)C#N